(S)-3-((1R,3R)-1-(3-chloro-5-fluoro-2-(2-((3-fluoropropyl)amino)ethoxy)pyridin-4-yl)-3-methyl-1,3,4,9-tetrahydro-2H-pyrido[3,4-b]indol-2-yl)-2-methylpropanoic acid ClC=1C(=NC=C(C1[C@H]1N([C@@H](CC2=C1NC1=CC=CC=C21)C)C[C@@H](C(=O)O)C)F)OCCNCCCF